2-ethylpropenate C(C)C(C(=O)[O-])=C